COC(=O)C1=C(C=2N(N=C1)C(=C(N2)C(C)=O)C2=CC(=CC(=C2)Cl)Cl)C(C)C.ClC2=C(C=NC=1N2N=CN1)OC1=CC(=CC=C1)C1CC1 7-chloro-6-(3-cyclopropylphenoxy)-[1,2,4]triazolo[1,5-a]pyrimidine methyl-2-acetyl-3-(3,5-dichlorophenyl)-8-isopropylimidazo[1,2-b]pyridazine-7-carboxylate